1-(3,4-dichlorophenyl)-N-{3-[4-(difluoromethyl)-6-oxo-1,6-dihydropyrimidin-2-yl]-2-fluoro-4-(trifluoromethyl)benzyl}piperidine-4-carboxamide ClC=1C=C(C=CC1Cl)N1CCC(CC1)C(=O)NCC1=C(C(=C(C=C1)C(F)(F)F)C=1NC(C=C(N1)C(F)F)=O)F